CCCC(C(CCCC=CCC)C(=O)O)C(=O)O dodeca-9-ene-4,5-dicarboxylic acid